BrC1=CC(=C(C=2N=C(SC21)N)F)F 7-bromo-4,5-difluorobenzo[d]thiazol-2-amine